FC1=C(C=C(C=C1)OC)C1CCC(CC1)C(=O)OC1=CC(=CC=C1)[C@@H]([C@@H](C(=O)OC(C)(C)C)C)C1CC1 (1r,4R)-3-((1R,2S)-3-(tert-butoxy)-1-cyclopropyl-2-methyl-3-oxopropyl)phenyl 4-(2-fluoro-5-methoxyphenyl)cyclohexanecarboxylate